(3R)-3-{[2-(4-methoxyphenyl)-7-(1-methylcyclopropyl)[1,2,4]triazolo[1,5-c]quinazolin-5-yl]amino}azepan-2-one COC1=CC=C(C=C1)C1=NN2C(=NC=3C(=CC=CC3C2=N1)C1(CC1)C)N[C@H]1C(NCCCC1)=O